FC(CCN(C(=O)OCC1=C(N=NN1C)C1=CC=C(C(=N1)C)C#CC1(CC1)CC(=O)O)C)CC 2-(1-((6-(5-((((3-fluoropentyl)(methyl)carbamoyl)oxy)methyl)-1-methyl-1H-1,2,3-triazol-4-yl)-2-methylpyridin-3-yl)ethynyl)cyclopropyl)acetic acid